FC(OC1=CC=C(C=C1)C1=CN=C2N1C=CN=C2NC2=CC(=C(C(=O)NC)C=C2)COCCO)F 4-[[3-[4-(difluoromethoxy)phenyl]imidazo[1,2-a]pyrazin-8-yl]amino]-2-(2-hydroxyethoxymethyl)-N-methyl-benzamide